CC1(C([C@@]2(CCC1)[C@@H](C=C(CC2)C)C)=O)C |r| (6RS,7RS)-2,2,7,9-tetramethylspiro[5.5]undec-8-en-1-one